Cl.COCCN(CCC[C@H](C(C)C)N)C (R)-N1-(2-methoxyethyl)-N1,5-dimethylhexane-1,4-diamine hydrochloride